C1(CCCC1)C1=CN=CC(=N1)NC1=NC=CC(=C1)COC1=CC=C(C2=CC=CC=C12)NC(N)=O 3-(4-((2-((6-cyclopentylpyrazin-2-yl)amino)pyridin-4-yl)methoxy)naphthalen-1-yl)urea